CC1=CC=CC2=C1N=C(S2)N 4-Methylbenzo[d]thiazol-2-amine